3-(2,2-Diphenyl-2-(1-(((undecyloxy)carbonyl)oxy)ethoxy)acetoxy)spiro[bicyclo[3.2.1]octane-8,1'-pyrrolidin]-8-ium trifluoroacetate FC(C(=O)[O-])(F)F.C1(=CC=CC=C1)C(C(=O)OC1CC2CCC(C1)[N+]21CCCC1)(OC(C)OC(=O)OCCCCCCCCCCC)C1=CC=CC=C1